O=C1C2=C(OCC3=C1C=CC=C3)C=CC(=C2)CC(=O)ONC(OCC(Cl)(Cl)Cl)=O 2,2,2-trichloroethyl (2-(11-oxo-6,11-dihydrodibenzo[b,e]oxepin-2-yl)acetoxy)carbamate